C(CCCCCCCCC)SSC=1NC2=C(N1)C=CC=C2 2-(decyldithio)-benzimidazole